C(C)(=O)N1CCN(CC1)C1=CC=C(C=N1)C(=O)NC1=NN(C(=C1)C1=NC2=C(N1)C(=CC(=C2)OC)F)C 6-(4-acetylpiperazin-1-yl)-N-[5-(7-fluoro-5-methoxy-1H-benzimidazol-2-yl)-1-methyl-pyrazol-3-yl]pyridine-3-carboxamide